C1(CCCC1)C(C=1C=C(N)C=CC1)(F)F 3-(cyclopentyl-difluoromethyl)aniline